NC1=C(SC(=C1)C1=CC(=CC=C1)F)C(=O)N[C@H]1CN(CC1)C(=O)OC(C)(C)C tert-butyl (R)-3-(3-amino-5-(3-fluorophenyl)thiophene-2-carboxamido)pyrrolidine-1-carboxylate